Cl.ClC=1C=C(C=CC1)N1N=C(C=2N=C(N(C(C21)=O)C2=CC=C1CCNCC1=C2)C)C#N 1-(3-chlorophenyl)-5-methyl-7-oxo-6-(1,2,3,4-tetrahydroisoquinolin-7-yl)pyrazolo[4,3-d]pyrimidine-3-carbonitrile hydrochloride